C(C)OC(=O)C1=NC(=NC(=C1N)NCC1=C(C=C(C=C1)OC)OC)Cl 5-Amino-2-chloro-6-((2,4-dimethoxybenzyl)amino)pyrimidine-4-carboxylic acid ethyl ester